C(C1=CC=CC=C1)N1CC=2N(C(N=C(C2CC1)N1CC(N(CC1C)C(=O)[O-])C)=O)C1=C(C=CC=C1)C(C)C 4-(7-benzyl-1-(2-isopropylphenyl)-2-oxo-1,2,5,6,7,8-hexahydropyrido[3,4-d]pyrimidin-4-yl)-2,5-dimethylpiperazine-1-carboxylate